[C@@H]1(CCN2CCCC[C@@H]12)NC1=NN=C(C=2N1N=CC2)C2=C(C=C(C=C2)C(F)(F)F)O 2-(7-(((1S,8aS)-octahydroindolizin-1-yl)amino)pyrazolo[1,5-d][1,2,4]triazin-4-yl)-5-(trifluoromethyl)phenol